(R)-1-(Naphthalen-1-yl)-N-(((R)-spiro[chroman-4,2'-[1,3]dioxolan]-2-yl)methyl)ethan-1-amin C1(=CC=CC2=CC=CC=C12)[C@@H](C)NC[C@@H]1OC2=CC=CC=C2C2(OCCO2)C1